C(C)(C)(C)OC(=O)N1CCN(CC1)C1=CC=C(C=C1)C1=CC=2N(N=C1C)C(=CN2)C2=CC=NC1=C(C=CC=C21)C(=O)OC Methyl 4-(7-(4-(4-(tert-butoxycarbonyl)piperazin-1-yl)phenyl)-6-methylimidazo[1,2-b]pyridazin-3-yl)quinoline-8-carboxylate